5-bromo-N-((1S)-2-(3-methyl-2,3-dihydro-1H-inden-4-yl)-1-(5-oxo-4,5-dihydro-1,3,4-oxadiazol-2-yl)propyl)pyridine-2-sulfonamide BrC=1C=CC(=NC1)S(=O)(=O)N[C@@H](C(C)C1=C2C(CCC2=CC=C1)C)C=1OC(NN1)=O